OC1=C(C=O)C=CC(=C1)C1=CC=NC=C1 2-hydroxy-4-(pyridin-4-yl)benzaldehyde